(E)-N'-(1-(naphthalen-2-yl)ethylidene)picolinohydrazide C1=C(C=CC2=CC=CC=C12)\C(\C)=N\NC(C1=NC=CC=C1)=O